3-(5-chloro-2-((3-cyclopropyl-5-(((3R,5S)-3,5-dimethylpiperazin-1-yl)methyl)phenyl)amino)pyrimidin-4-yl)-6-methyl-1H-indol-7-ol ClC=1C(=NC(=NC1)NC1=CC(=CC(=C1)CN1C[C@H](N[C@H](C1)C)C)C1CC1)C1=CNC2=C(C(=CC=C12)C)O